Ethyl 2-(2'-cyclopropyl-7'-oxo-5'H-spiro[cyclopropane-1,4'-thieno[2,3-c]pyridin]-6'(7'H)-yl)acetate C1(CC1)C1=CC2=C(C(N(CC23CC3)CC(=O)OCC)=O)S1